ClC1=CC=C(C=C1)C1=NC(=NC(=C1)C1=CC=CC=C1)C1=CC=C(C=C1)C1=CC=C(C=C1)C1=NC(=CC(=N1)C1=CC=CC=C1)C1=CC=CC=C1 4-(4-chlorophenyl)-2-(4'-(4,6-diphenylpyrimidin-2-yl)-[1,1'-biphenyl]-4-yl)-6-phenylpyrimidine